4-methoxy-1-nitro-2-(4-(trifluoromethyl)phenoxy)benzene COC1=CC(=C(C=C1)[N+](=O)[O-])OC1=CC=C(C=C1)C(F)(F)F